O=C1N(CC2=C3C(=CC=C12)C1(CCN(CC1)CC=1N=CSC1C1=CC=CC=C1)CO3)C3C(NC(CC3)=O)=O 3-(6-oxo-1'-((5-phenylthiazol-4-yl)methyl)-6,8-dihydro-2H,7H-spiro[furo[2,3-e]isoindole-3,4'-piperidin]-7-yl)piperidine-2,6-dione